(6S)-N-[(2S)-3-oxo-1-[(3S)-2-oxopyrrolidin-3-yl]-4-(trifluoromethoxy)butan-2-yl]-5-[4-(trifluoromethyl)-2-oxabicyclo[2.1.1]hexane-1-carbonyl]-5-azaspiro[2.4]heptane-6-carboxamide O=C([C@H](C[C@H]1C(NCC1)=O)NC(=O)[C@H]1N(CC2(CC2)C1)C(=O)C12OCC(C1)(C2)C(F)(F)F)COC(F)(F)F